ClC=1C=CC=2N(C1[C@@H](O)C=1N=NN(C1C)C1=CC(=C(C=C1)OCOC)Cl)C(=NC2)SCC |r| rac-(6-chloro-3-(ethylthio)imidazo[1,5-a]pyridin-5-yl)(1-(3-chloro-4-(methoxymethoxy)phenyl)-5-methyl-1H-1,2,3-triazol-4-yl)methanol